CN1[C@@H](CCC1)COC=1N=C(C2=C(N1)CNCC2)N2C[C@H]1CC[C@@H](C2)N1C(=O)OC(C)(C)C (1R,5S)-tert-butyl 3-(2-(((S)-1-methylpyrrolidin-2-yl)methoxy)-5,6,7,8-tetrahydropyrido[3,4-d]pyrimidin-4-yl)-3,8-diazabicyclo[3.2.1]octane-8-carboxylate